(S)-2-(7-chloro-1H-indole-2-carboxamido)-3-cyclopropylpropanoic acid ClC=1C=CC=C2C=C(NC12)C(=O)N[C@H](C(=O)O)CC1CC1